F[P-](F)(F)(F)(F)F.N1(N=NC2=C1N=CC=C2)OC(=[N+](C)C)N(C)C 2-(1H-7-Azabenzotriazol-1-yl)-1,1,3,3-tetramethyl-uronium hexafluoro-phosphate